OC1=CC=CC2=C1N=C(S2)N2C([C@H]1[C@H]3C=C[C@@H]([C@H]1C2=O)C3)=O (1R,2S,6R,7S)-4-(4-hydroxy-1,3-benzothiazol-2-yl)-4-azatricyclo[5.2.1.02,6]dec-8-ene-3,5-dione